3,5-difluoro-4-methoxyquinolin-d FC=1C(=NC2=CC=CC(=C2C1OC)F)[2H]